3-(2-fluorophenyl)-2-((6-methoxypyridin-3-yl)methyl)-2,6-dihydropyrrolo[3,4-c]pyrazole-5(4H)-carboxylic acid tert-butyl ester C(C)(C)(C)OC(=O)N1CC2=NN(C(=C2C1)C1=C(C=CC=C1)F)CC=1C=NC(=CC1)OC